[OH-].C1=C[NH2+]C=2C=CC3=C(C12)C=CC=C3 benz[e]indolium hydroxide